ClC=1N=CC2=C(N1)N(C=C2)C2(CCCCC2)C#N 2-chloro-7-(1-cyanocyclohexyl)-7H-pyrrolo[2,3-d]pyrimidine